CC1(C2CC3=C(N(N=C3C1C2)C2=CC=CC=C2)C2=C(C=CC(=C2C=O)O)C2=CC=CC=C2)C (6,6-dimethyl-2-phenyl-4,5,6,7-tetrahydro-2H-5,7-methanoindazol-3-yl)-4-hydroxy-[1,1'-biphenyl]-3-formaldehyde